FC=1C=CC(=C(C1)C(/C=C(/C=O)\C)(CC=C(C)C)C)C (E)-4-(5-fluoro-2-methylphenyl)-2,4,7-trimethylocta-2,6-dienal